OC(CN1N(C(CC=C1C1=CC=C(C=C1)OC(F)(F)F)=O)C=1C=NC=CC1)(C)C N-(2-hydroxy-2-methylpropyl)-3-oxo-2-(pyridin-3-yl)-6-[4-(trifluoromethoxy)phenyl]-2,3-dihydropyridazine